6-(4-(((2-fluorophenyl)amino)methyl)-2-(6-methylpyridin-2-yl)-1H-imidazol-1-yl)-3-methylquinazolin-4(3H)-one FC1=C(C=CC=C1)NCC=1N=C(N(C1)C=1C=C2C(N(C=NC2=CC1)C)=O)C1=NC(=CC=C1)C